o-methyl-phenylacetamide CC1=C(C=CC=C1)CC(=O)N